C(#N)C=1C=NN2C1C(=CC(=C2)C=2CCOCC2)C=2C=CC(=NC2)N2CCNCC2 4-(5-(3-cyano-6-(3,6-dihydro-2H-pyran-4-yl)pyrazolo[1,5-a]pyridin-4-yl)pyridin-2-yl)piperazine